C(C)N1CCC(CC1)C(=O)NCC(NCOCC(F)(F)F)=O 1-ethyl-N-(2-oxo-2-(((2,2,2-trifluoroethoxy)methyl)amino)ethyl)piperidine-4-carboxamide